C(C)(C)(C)OC(=O)N1C2(CC2)C(N(C1=O)C1=CN=CC2=CC=CC=C12)C#N 7-Cyano-6-(isoquinolin-4-yl)-5-oxo-4,6-diazaspiro[2.4]heptane-4-carboxylic acid tert-butyl ester